OC[C@@]1(COC2=C1C=C(C=C2C(=O)NC)C(=O)NCCCO)C2=CC=CC=C2 |r| (+/-)-3-(hydroxymethyl)-N5-(3-hydroxypropyl)-N7-methyl-3-phenyl-2,3-dihydrobenzofuran-5,7-dicarboxamide